ClC1=C(C=CC=C1)NC[C@@H]([C@H](C(F)(F)F)C)C=1N=CC2=CC=CC=C2C1 4-chloro-3-((2R,3R)-4,4,4-trifluoro-2-(isoquinolin-3-yl)-3-methylbutanylamino)benzene